ClC1=NC=C(C2=CC=C(C=C12)O[C@@H](C(=O)N1CCOCC1)C)C1=C(C=C(C=C1)F)Cl (R)-2-((1-chloro-4-(2-chloro-4-fluorophenyl)isoquinolin-7-yl)oxy)-1-morpholinopropan-1-one